Oct-5-ene-2-carboxylic acid ethyl ester C(C)OC(=O)C(C)CCC=CCC